FC=1C=C2C=NN(C2=CC1C=1C=2C=NN(C2C=CC1C)CC(=O)NCC(=O)NCC(=O)O)C (2-(5'-fluoro-1',5-dimethyl-1H,1'H-[4,6'-biindazol]-1-yl)acetyl)glycylglycine